R-phenyl-alanine C1(=CC=CC=C1)N[C@H](C)C(=O)O